CC=1C(=NNC1O)C=1C=NC=CC1 4-methyl-3-(pyridin-3-yl)-1H-pyrazol-5-ol